(tertiary butyl)-2,3,5,6-tetrafluorobenzene C(C)(C)(C)C1=C(C(=CC(=C1F)F)F)F